(1s,3s)-N-{3-[2-(4-chloro-3-fluorophenoxy)acetamido]bicyclo[1.1.1]pent-1-yl}-3-(trifluoromethoxy)cyclobutane-1-carboxamide ClC1=C(C=C(OCC(=O)NC23CC(C2)(C3)NC(=O)C3CC(C3)OC(F)(F)F)C=C1)F